tert-Butyl 2-(6-bromocinnolin-4-yl)-2,7-diazaspiro[3.5]nonane-7-carboxylate BrC=1C=C2C(=CN=NC2=CC1)N1CC2(C1)CCN(CC2)C(=O)OC(C)(C)C